C(CN)N Ethan-1,2-Diamin